N-(2-((3R,5R)-3-fluoro-5-((5-(trifluoromethyl)pyrimidin-2-yl)amino)piperidin-1-yl)-1-methyl-6-(morpholine-4-carbonyl)-1H-benzo[d]imidazol-5-yl)acrylamide F[C@H]1CN(C[C@@H](C1)NC1=NC=C(C=N1)C(F)(F)F)C1=NC2=C(N1C)C=C(C(=C2)NC(C=C)=O)C(=O)N2CCOCC2